Tert-butyl 3,9-diazaspiro[5.5]undecane-3-carboxylate C1CN(CCC12CCNCC2)C(=O)OC(C)(C)C